FC1=CC(=C(C=C1)C1=CC=C2CN(C(C2=C1)=O)C1=NC(=CC(=C1)CNCC(C)C)C)C1=NN=CN1C 6-(4-Fluoro-2-(4-methyl-4H-1,2,4-triazol-3-yl)phenyl)-2-(4-((isobutylamino)-methyl)-6-methylpyridin-2-yl)isoindolin-1-one